di(5-hexenyl) 2,3-diisopropylmaleate C(C)(C)/C(/C(=O)OCCCCC=C)=C(/C(=O)OCCCCC=C)\C(C)C